cis-N-(5-chloro-6-(5-fluoropyrimidin-4-yl)pyridin-3-yl)-8-(1-(difluoromethyl)-1H-pyrazol-4-yl)-2-fluoro-8-methyl-7,8-dihydro-6H-cyclopenta[e]pyrazolo[1,5-a]pyrimidine-6-carboxamide ClC=1C=C(C=NC1C1=NC=NC=C1F)NC(=O)[C@@H]1C[C@](C2=C1C=NC=1N2N=C(C1)F)(C)C=1C=NN(C1)C(F)F